methacrylic acid-2,3-dihydroxypropyl ester OC(COC(C(=C)C)=O)CO